N-[(1R,3S)-3-{[6-chloro-2-(trifluoromethyl)quinolin-4-yl]amino}cyclohexyl]-4,5,6,7-tetrahydro-1H-1,3-benzodiazole-5-carboxamide ClC=1C=C2C(=CC(=NC2=CC1)C(F)(F)F)N[C@@H]1C[C@@H](CCC1)NC(=O)C1CC2=C(NC=N2)CC1